4-ethyl-resorcinol ethyl-2-aminoacetate HCl salt Cl.C(C)C(C(=O)O)N.C(C)C1=C(C=C(O)C=C1)O